C(=CCCCCC)(N)N heptenediamine